ClCCN1C=NC=2N(C(N(C)C(C12)=O)=O)C 7-(2-chloroethyl)Theophylline